(S)- and (R)-N-methyl-1-Ferrocenyl-ethylamine CN[C@@H](C)[C-]1C=CC=C1.[CH-]1C=CC=C1.[Fe+2] |r|